2,4,6-tris-propenyloxytrifluoro-cyclotriphosphazene C(=CC)OP1(=NP(=NP(=N1)(OC=CC)F)(OC=CC)F)F